CC1(NC(CC(C1)OC(CCCCCCCCC(=O)OC1CC(NC(C1)(C)C)(C)C)=O)(C)C)C bis-(2',2',6',6-tetramethyl-4-piperidyl)-sebacate